C(C)(=O)CC(=O)[O-].[Ti+4].C(C)(=O)CC(=O)[O-].C(C)(=O)CC(=O)[O-].C(C)(=O)CC(=O)[O-] titanium (acetylacetate)